N-[(3S,4S)-1-(2-methoxyethyl)-3-methyl-4-piperidyl]-6-[3-(5-mesyl-8-chromanylamino)-1-propynyl]-1-(2,2,2-trifluoroethyl)-1H-1,3-benzimidazole-4-carboxamide COCCN1C[C@@H]([C@H](CC1)NC(=O)C1=CC(=CC=2N(C=NC21)CC(F)(F)F)C#CCNC=2C=CC(=C1CCCOC21)S(=O)(=O)C)C